2-Methyl-5-(4-methylpyridin-3-yl)phenol CC1=C(C=C(C=C1)C=1C=NC=CC1C)O